diaminophosphoric acid NOP(ON)(O)=O